COC1=CC=2C3=C(NC2C=C1OCCCN1CCCC1)C=CN=C3N3CCCC31CS(CC1)(=O)=O 1-{8-methoxy-7-[3-(pyrrolidin-1-yl)propoxy]-5H-pyrido[4,3-b]indol-1-yl}-7λ6-thia-1-azaspiro[4.4]nonane-7,7-dione